ethylene glycol ethyl hexyl ether C(CCCCC)OCCOCC